N-(4-Fluorophenyl)-2-[1-(5-methyl-1,3,4-oxadiazol-2-carbonyl)-1,2,3,4-tetrahydrochinolin-6-yl]propanamid FC1=CC=C(C=C1)NC(C(C)C=1C=C2CCCN(C2=CC1)C(=O)C=1OC(=NN1)C)=O